C(C)(=O)C=1C=C(C(=NC1)N1C(C2=CC=CC=C2C1=O)=O)C(F)(F)F 2-(5-acetyl-3-(trifluoromethyl)pyridin-2-yl)isoindoline-1,3-dione